ClC=1C=C(C=C(C1)NS(=O)(=O)C)NC(=O)C=1C=NN(C1)C1=C(C=C(C=C1)N1CC2(COC2)C1)OCC1=CC(=CC=C1)F N-(3-chloro-5-(methylsulfonamido)phenyl)-1-(2-((3-fluorobenzyl)oxy)-4-(2-oxa-6-azaspiro[3.3]heptan-6-yl)phenyl)-1H-pyrazole-4-carboxamide